C(C)(C)(C)C1=CC(=NO1)NC(=O)NC1=CC=C(C=C1)N1C=NC2=NC=NC(=C12)OC 1-(5-tert-butyl-isoxazol-3-yl)-3-[4-(6-methoxyl-purin-7-yl)-phenyl]-urea